N=1C=NN2C1C=C(C=C2)OC2=C(C=C(C=C2)NC2=NC=NN1C2=C(C=C1)N1CCN(CC1)C(\C=C\CN(C)C)=O)C (E)-1-(4-(4-((4-([1,2,4]triazolo[1,5-a]pyridin-7-yloxy)-3-methylphenyl)amino)pyrrolo[2,1-f][1,2,4]triazin-5-yl)piperazin-1-yl)-4-(dimethylamino)but-2-en-1-one